3-(5-((1-cyclopropyl-3,3-difluoropiperidin-4-yl)oxy)pyridin-2-yl)-N-(3-isopropylpyridin-2-yl)-1,2,4-thiadiazol-5-amine C1(CC1)N1CC(C(CC1)OC=1C=CC(=NC1)C1=NSC(=N1)NC1=NC=CC=C1C(C)C)(F)F